trimethyl-ammonium tert-butyl-(3-((2-acetamidoquinolin-7-yl)methoxy)benzyl)(3-(6-(2,5-dimethyl-1H-pyrrol-1-yl)pyridin-2-yl)propyl)carbamate C(C)(C)(C)OC(N(CCCC1=NC(=CC=C1)N1C(=CC=C1C)C)CC1=CC(=CC=C1)OCC1=CC=C2C=CC(=NC2=C1)NC(C)=O)=O.C[NH+](C)C